C1(CCC1)OC([C@H](C)N=P(=O)OC1=C(C=CC=C1)OC[C@H]1O[C@H]([C@@]([C@@H]1O)(F)C)N1C(NC(C=C1)=O)=O)=O (S)-2-{(R)-[(2R,3R,4R,5R)-5-(3,4-dihydro-2,4-dioxo-2H-pyrimidin-1-yl)-3-hydroxy-4-methyl-4-fluoro-tetrahydrofuran-2-ylmethoxy]-phenoxy-phosphorylamino}-propionic acid cyclobutyl ester